C(C)(C)(C)OC(=O)N1CC2(OC3=CC(=CC=C3C(C2)=O)Br)C1 7'-bromo-4'-oxospiro[azetidine-3,2'-chromane]-1-carboxylic acid tert-butyl ester